ClC1=CC=C(C=C1)C(C(=O)N1C=CC2=CC(=C(C=C12)OC(F)(F)F)F)NC=1C=C(OC[C@@H]2[C@H](C2)C(=O)O)C=C(C1)OC (1S,2S)-2-((3-((1-(4-chlorophenyl)-2-(5-fluoro-6-(trifluoromethoxy)indol-1-yl)-2-oxoethyl)amino)-5-methoxyphenoxy)methyl)-cyclopropanecarboxylic acid